3,5,6,8-tetrahydrophenanthro[2,3-e:7,6-e']diindole N1=CCC2=C3C(=CC=C12)C=C1C2=CC4=C(C=5CC=NC5C=C4)C=C2CCC1=C3